γ-Glutamyl-Phenylalanine tert-butyl-1-((2-(2-ethoxy-2-oxoethyl)-6-(trifluoromethyl)pyridin-3-yl)methyl)-1,8-diazaspiro[4.5]decane-8-carboxylate C(C)(C)(C)C1N(C2(CC1)CCN(CC2)C(=O)O)CC=2C(=NC(=CC2)C(F)(F)F)CC(=O)OCC.N[C@@H](CCC(=O)N[C@@H](CC2=CC=CC=C2)C(=O)O)C(=O)O